2-[(2S,4R,5R)-1-(2,4-Dichlorophenyl)-5-hydroxy-2,6,6-trimethylheptan-4-yl]-2,4-dihydro-3H-1,2,4-triazole-3-thione ClC1=C(C=CC(=C1)Cl)C[C@@H](C[C@H]([C@@H](C(C)(C)C)O)N1N=CNC1=S)C